CN1[C@H]([C@@H](CC1)C1=CC=2C(=NC=CC2NC=2C=CC3=C(N=CS3)C2)S1)C N-(2-((2S,3R)-1,2-dimethylpyrrolidin-3-yl)thieno[2,3-b]pyridin-4-yl)benzo[d]thiazol-5-amine